C1(CC1)C1(CCN(CC1)C(=O)[C@H]1N(CC([C@@H](C1)O)(C)C)C(=O)OC(C)(C)C)C1=NOC(=N1)C1CCC(CC1)(F)F tert-butyl (2S,4R)-2-(4-cyclopropyl-4-(5-(4,4-difluorocyclohexyl)-1,2,4-oxadiazol-3-yl)piperidine-1-carbonyl)-4-hydroxy-5,5-dimethylpiperidine-1-carboxylate